(S)-6-(1-amino-1,3-dihydrospiro[indene-2,4'-piperidin]-1'-yl)-3-(1-phenylcyclopropyl)-1,5-dihydro-4H-pyrazolo[3,4-d]pyrimidin-4-one N[C@@H]1C2=CC=CC=C2CC12CCN(CC2)C=2NC(C1=C(N2)NN=C1C1(CC1)C1=CC=CC=C1)=O